C(C)(=O)OC=S(=O)=O sulfonylmethyl acetate